(S)-N-iso-Pentyl-4-(3-methylmorpholino)-1H-benzo[d]imidazole-1-carboxamide C(CC(C)C)NC(=O)N1C=NC2=C1C=CC=C2N2[C@H](COCC2)C